tert-butyl-2-cyclopentyl-4-(4,4,5,5-tetramethyl-1,3,2-dioxaborolan-2-yl)benzoate C(C)(C)(C)OC(C1=C(C=C(C=C1)B1OC(C(O1)(C)C)(C)C)C1CCCC1)=O